N-[(2-amino-3-chloroquinolin-7-yl)methyl]-N-(4-fluoro-2-methanesulfonylphenyl)-6-(4-methylpiperazin-1-yl)pyridine-3-carboxamide NC1=NC2=CC(=CC=C2C=C1Cl)CN(C(=O)C=1C=NC(=CC1)N1CCN(CC1)C)C1=C(C=C(C=C1)F)S(=O)(=O)C